ClC1=CC=C(C=C1)NC(=O)NC1=C(C=CC=C1)O 1-(4-Chlorophenyl)-3-(2-hydroxyphenyl)urea